C[Si](CCCSCCC[Si](C)(OCCC)OCCC)(OCCC)OCCC [3-(methyldipropoxysilyl) propyl] sulfide